BrC1=CN=C(N1C)C(=O)NC1=CC(=C(C=C1)C(=O)N1CCN(CC1)C(=O)C1CCN(CC1)C)Cl 5-bromo-N-[3-chloro-4-[4-(1-methylpiperidine-4-carbonyl)piperazine-1-carbonyl]phenyl]-1-methyl-imidazole-2-carboxamide